hafnium-molybdenum-tungsten [W].[Mo].[Hf]